FC(CCC1=NN=C(S1)C(=O)NCC1=CC(=CC=C1)OC(F)(F)F)CN1N=NC(=C1)C(NCC1=NC=CC(=C1)C(F)(F)F)=O 5-{3-fluoro-4-[4-({[4-(trifluoromethyl)pyridin-2-yl]methyl}carbamoyl)-1H-1,2,3-triazol-1-yl]butyl}-N-{[3-(trifluoromethoxy)phenyl]methyl}-1,3,4-thiadiazole-2-carboxamide